5-cyclopropoxy-3-(((2s,3r)-3-ethyl-5-oxopyrrolidin-2-yl)methoxy)thieno[3,2-b]pyridine-6-carboxamide C1(CC1)OC1=C(C=C2C(=N1)C(=CS2)OC[C@H]2NC(C[C@H]2CC)=O)C(=O)N